sodium Oxochloride O(Cl)Cl.[Na]